FC1=C(C=CC(=N1)C(=O)NC)N1CCN(CC1)CC=1C(=C2NC(C(=NC2=CC1)NC)=O)F 6-fluoro-5-(4-{[5-fluoro-2-(methylamino)-3-oxo-4H-quinoxalin-6-yl]methyl}piperazin-1-yl)-N-methylpyridine-2-carboxamide